C1(CC1)C(=O)N1[C@H]([C@H](CCC1)NS(=O)(=O)C)CO[C@@H]1CC[C@@H](CC1)C1=C(C(=CC(=C1)F)F)F N-((2R,3S)-1-(cyclopropylcarbonyl)-2-(((cis-4-(2,3,5-trifluorophenyl)cyclohexyl)oxy)-methyl)piperidin-3-yl)methanesulfonamide